iron-nickel oxalate C(C(=O)[O-])(=O)[O-].[Ni+2].[Fe+2].C(C(=O)[O-])(=O)[O-]